C1(CCCCC1)C(=O)C(C(=O)O)=C.OCCCCCCCCCCCCCCCCCCN1C(CCC1=O)=O N-hydroxyoctadecyl-succinimide 2-cyclohexanoyl-acrylate